NN1[C@H](CCC1)C(=O)O amino-D-proline